FC1=C(C=C(C(=O)OC)C=C1)NC(=O)C1=CC=NN1 methyl 4-fluoro-3-(1H-pyrazole-5-carboxamido)benzoate